CN1C=CC(C=C1)=C1C=CN(C=C1)C 1,1'-dimethyl-4,4'-bipyridyl